(R)-2-((2S,3R)-3-amino-2-hydroxy-4-phenylbutanamido)-2-(4-fluoro-3-(trifluoromethoxy)phenyl)acetic acid N[C@@H]([C@@H](C(=O)N[C@@H](C(=O)O)C1=CC(=C(C=C1)F)OC(F)(F)F)O)CC1=CC=CC=C1